[N+](=O)([O-])C=1C(=C2C(=NC1)N(C=C2)S(=O)(=O)C2=CC=CC=C2)C2(CCCC2)C(=O)OC methyl 1-(5-nitro-1-(phenylsulfonyl)-1H-pyrrolo[2,3-b]pyridin-4-yl)cyclopentane-1-carboxylate